NC1=CC=C(C=C1)N1CCN(CC1)CC1(CCC2(CCN(CC2)C(=O)C=2C=CC(=C(C2)N2C(NC(CC2)=O)=O)Cl)CC1)O 1-[5-[9-[[4-(4-aminophenyl)piperazin-1-yl]methyl]-9-hydroxy-3-azaspiro[5.5]undecane-3-carbonyl]-2-chloro-phenyl]hexahydropyrimidine-2,4-dione